(S)-6-(1-(5-(2-chloro-5-(hydroxymethyl)pyridin-3-yl)-7-(2-(ethyl(methyl)amino)ethyl)-1-oxo-3,4-dihydroisoquinolin-2(1H)-yl)ethyl)-4-ethoxynicotinonitrile ClC1=NC=C(C=C1C1=C2CCN(C(C2=CC(=C1)CCN(C)CC)=O)[C@@H](C)C1=NC=C(C#N)C(=C1)OCC)CO